[Pb]=[Se] Lead-Selenide